methyl-quinoline-2,7-diamine CC=1C(=NC2=CC(=CC=C2C1)N)N